3-(1-Isopropyl-3,3,7-trimethyloctahydrobenzo[c]isoxazol-5-yl)-4-methoxybenzonitril C(C)(C)N1OC(C2C1C(CC(C2)C=2C=C(C#N)C=CC2OC)C)(C)C